OCCSC1=NN=C(S1)C1=C(C(=O)N)C(=CC(=N1)C)C1=C(C=CC=C1)OC (5-((2-hydroxyethyl)thio)-1,3,4-thiadiazol-2-yl)-4-(2-methoxyphenyl)-6-methylnicotinamide